N-Boc-pyrrolidine C(=O)(OC(C)(C)C)N1CCCC1